CC1=CC(=NN1)NC1=NC=NC2=CC=CC=C12 N-(5-methyl-1H-pyrazol-3-yl)quinazolin-4-amine